di-isobutylphenoxyethyldimethylbenzyl-ammonium chloride [Cl-].C(C(C)C)C(C1=CC=CC=C1)([N+](C)(C)CCOC1=CC=CC=C1)CC(C)C